6,8-bis-benzylthio-octan C(C1=CC=CC=C1)SC(CCCCC)CCSCC1=CC=CC=C1